(1S,3R)-3-(3-{[(2-methyl-1,3-thiazol-5-yl)acetyl]amino}-1H-pyrazol-5-yl)cyclopentyl [(3S*,4R*)-3-methyltetrahydro-2H-pyran-4-yl]carbamate C[C@@H]1COCC[C@H]1NC(O[C@@H]1C[C@@H](CC1)C1=CC(=NN1)NC(CC1=CN=C(S1)C)=O)=O |o1:1,6|